S-Benzyl (S)-3-cyclopropyl-2-(2-((S)-1-(2,3-difluorobenzyl)-5-thioxopyrrolidin-2-yl)acetamido)propanethioate C1(CC1)C[C@@H](C(SCC1=CC=CC=C1)=O)NC(C[C@H]1N(C(CC1)=S)CC1=C(C(=CC=C1)F)F)=O